N-(1-(4,4-difluoropiperidin-1-yl)-6,7-dihydro-5H-cyclopenta[c]pyridin-3-yl)-4-iodo-2-(6-azaspiro[2.5]oct-6-yl)benzamide FC1(CCN(CC1)C1=NC(=CC2=C1CCC2)NC(C2=C(C=C(C=C2)I)N2CCC1(CC1)CC2)=O)F